(2S,4S)-4-(tert-butylcarbonylamino)-5-ethoxy-2-methyl-5-oxopentanoic acid amide C(C)(C)(C)C(=O)N[C@@H](C[C@@H](C(=O)N)C)C(=O)OCC